4-(p-tolyl)piperidine-2-carboxamide C1(=CC=C(C=C1)C1CC(NCC1)C(=O)N)C